[7-[3-[2-(1-piperidinyl)ethoxy]pyrrolidin-1-yl]thieno[3,2-b]pyridin-2-yl]-1H-pyrimidine-2,4-dione N1(CCCCC1)CCOC1CN(CC1)C1=C2C(=NC=C1)C=C(S2)N2C(NC(C=C2)=O)=O